C1(=CC=C(C=C1)C(=O)CCCCCCCCCCC)C p-Tolylundecylketon